FC(C1(OCC(O1)C(=O)OC)C(F)(F)F)(F)F Methyl 2,2-bis(trifluoromethyl)-1,3-dioxolane-4-carboxylate